O[C@H](CN)P([O-])([O-])=O (s)-1-hydroxy-2-aminoethylphosphonate